PentaEthoxyTantalum C(C)O[Ta](OCC)(OCC)(OCC)OCC